FC1=C(C(=CC=C1C(F)(F)F)C1=C(C(=C(C=C1)C1CCC(CC1)CCC)F)F)O 3,2',3'-trifluoro-4'-(4-propyl-cyclohexyl)-4-trifluoromethyl-biphenyl-2-ol